(E)-methyl N-(3-nitrobenzoyl)-N'-(1-(tetrahydro-2H-pyran-2-yl)-1H-indazol-5-yl)carbamimidothioate [N+](=O)([O-])C=1C=C(C(=O)N\C(=N/C=2C=C3C=NN(C3=CC2)C2OCCCC2)\SC)C=CC1